methyl-4-butyl chloride CCCCCCl